9-(2'-butyloctanoyloxy)nonanal C(CCC)C(C(=O)OCCCCCCCCC=O)CCCCCC